N(=[N+]=[N-])C=1C=C2C3=C(C(OC(C3=CC=C2)=O)=O)C1 5-azidobenzo[de]isochromene-1,3-dione